2-{[3-({2-[(4-chloro-2-cyanophenoxy)methyl]-1,3-oxazol-5-yl}methylidene)azetidin-1-yl]methyl}-1-[(1-ethyl-1H-imidazol-5-yl)methyl]-1H-1,3-benzodiazole-6-carboxylic acid ClC1=CC(=C(OCC=2OC(=CN2)C=C2CN(C2)CC2=NC3=C(N2CC2=CN=CN2CC)C=C(C=C3)C(=O)O)C=C1)C#N